tert-butyl 3,3-dimethoxy-1-(6-(4-(4-methyl-1-(oxetan-3-yl)-1H-pyrazol-5-yl)piperidin-1-yl)-2-(trifluoromethyl)pyrimidin-4-yl)cyclobutane-1-carboxylate COC1(CC(C1)(C(=O)OC(C)(C)C)C1=NC(=NC(=C1)N1CCC(CC1)C1=C(C=NN1C1COC1)C)C(F)(F)F)OC